C(C)(=O)OCCOC1=CC(=C(C(=C1)Cl)N1C(=CC(C2=C(N=CC(=C12)Cl)O[C@H](C(=O)NC)CO[Si](C1=CC=CC=C1)(C1=CC=CC=C1)C(C)(C)C)=O)C)Cl (S)-2-(4-(5-((3-((tert-butyldiphenylsilyl)oxy)-1-(methylamino)-1-oxopropan-2-yl)oxy)-8-chloro-2-methyl-4-oxo-1,6-naphthyridin-1(4H)-yl)-3,5-dichlorophenoxy)ethyl acetate